C1=CC=CC=2C3=CC=CC=C3C(C12)COC(=O)N1C[C@@H]([C@H](C1)O[Si](C)(C)C(C)(C)C)N1CCN(CCN(CCN(CC1)CC(OC(C)(C)C)=O)CC(OC(C)(C)C)=O)CC(=O)OC(C)(C)C (2S,3S,4S)-1-(((9H-fluoren-9-yl)methoxy)carbonyl)-4-((tert-butyldimethylsilyl)oxy)-3-(4,7,10-tris(2-(tert-butoxy)-2-oxoethyl)-1,4,7,10-tetraazacyclododecan-1-yl)pyrrolidine